(+/-)-3-(hydroxymethyl)-N5-((1R,2R)-2-(methoxymethyl)cyclopropyl)-N7-methyl-3-phenyl-2,3-dihydrobenzofuran-5,7-dicarboxamide OC[C@@]1(COC2=C1C=C(C=C2C(=O)NC)C(=O)N[C@H]2[C@@H](C2)COC)C2=CC=CC=C2 |&1:2|